4-[(trans-4-aminocyclohexyl)amino]-N'-(2-chloro-5-fluoro-phenyl)-6-(4-methoxy-2-methyl-phenyl)pyrrolo[1,2-b]pyridazine-3-carboxamidine N[C@@H]1CC[C@H](CC1)NC=1C=2N(N=CC1C(=NC1=C(C=CC(=C1)F)Cl)N)C=C(C2)C2=C(C=C(C=C2)OC)C